ClC1=C(C(=O)N2CCN(CC2)C(C[N+](C)(C)C)=O)C=CC(=C1)NC(=O)C=1N(C(=CN1)C1=C(C(=C(C=C1)OCF)F)F)C [2-[4-[2-chloro-4-[[5-[2,3-difluoro-4-(fluoromethoxy)phenyl]-1-methyl-imidazole-2-carbonyl]amino]benzoyl]piperazin-1-yl]-2-oxo-ethyl]-trimethyl-ammonium